tetrapyridine iron [Fe].N1=CC=CC=C1.N1=CC=CC=C1.N1=CC=CC=C1.N1=CC=CC=C1